Tri(3,4-dimethyl-1-pentyl)citrat CC(CCC(C(C(C(=O)[O-])(CCC(C(C)C)C)CCC(C(C)C)C)(O)C(=O)[O-])C(=O)[O-])C(C)C